Methyl (R)-2-hydroxypropionate O[C@@H](C(=O)OC)C